3-(3-hydroxypropyl)-2-methyl-benzoxazolium chloride [Cl-].OCCC[N+]1=C(OC2=C1C=CC=C2)C